ethyl (1R,2R)-2-((9-((2R,3S,4R,5R)-3-acetoxy-5-(acetoxymethyl)-4-fluorotetrahydrofuran-2-yl)-2-amino-8-oxo-8,9-dihydro-7H-purin-7-yl)methyl)cyclopropane-1-carboxylate C(C)(=O)O[C@H]1[C@@H](O[C@@H]([C@H]1F)COC(C)=O)N1C2=NC(=NC=C2N(C1=O)C[C@H]1[C@@H](C1)C(=O)OCC)N